N6-(3-fluorobenzyl)adenosine FC=1C=C(CNC=2C=3N=CN([C@H]4[C@H](O)[C@H](O)[C@@H](CO)O4)C3N=CN2)C=CC1